(1-methylethylene)bis[4,1-phenyleneoxy(2-hydroxy-3,1-propanediol)] CC(CC1=CC=C(C=C1)OC(C(CO)O)O)C1=CC=C(C=C1)OC(C(CO)O)O